CN1C[C@H]([C@@H](C1)C=1C=NC(=CC1)C(F)(F)F)N trans-1-methyl-4-(6-(trifluoromethyl)pyridin-3-yl)pyrrolidin-3-amine